ClC=1C(=NC(=NC1)NC1=C(C=C2CCN(CC2=C1)C)OC)N1C=C(C2=CC=CC=C12)C(C(=O)O)C(F)(F)F 2-(1-(5-chloro-2-((6-methoxy-2-methyl-1,2,3,4-tetrahydroisoquinolin-7-yl)amino)pyrimidin-4-yl)-1H-indol-3-yl)-3,3,3-trifluoropropionic acid